3-methyl-(3H)-isobenzofuran-1-one CC1OC(C2=CC=CC=C12)=O